4-((1r,3r)-3-ethynyl-cyclobutyl)piperazine-1-carboxylic acid tert-butyl ester C(C)(C)(C)OC(=O)N1CCN(CC1)C1CC(C1)C#C